(5aR,6S,7S,8R,8aS)-7-((dimethylamino)methyl)-1,3-dimethoxy-5a-(4-nitrophenyl)-6-phenyl-5a,6,7,8-tetrahydro-8aH-cyclopenta[4,5]furo[3,2-c]pyridine-8,8a-diol CN(C)C[C@@H]1[C@H]([C@]2([C@](C=3C(=NC(=CC3O2)OC)OC)([C@@H]1O)O)C1=CC=C(C=C1)[N+](=O)[O-])C1=CC=CC=C1